O1CCN(CC1)CCN1N=CC(=C1)NC(=O)C1=NOC(=C1)C1=NC=CN=C1 N-(1-(2-morpholinoethyl)-1H-pyrazol-4-yl)-5-(pyrazin-2-yl)isoxazole-3-carboxamide